C1(CC1)C=1C=NN(C1CO[C@H]1[C@@H]2CN([C@H](C1)C2)C2=CC=C(C(=O)NS(=O)(=O)C1CCOCC1)C=C2)C2=C(C=CC=C2Cl)Cl 4-[(1S,4S,5R)-5-{[4-Cyclopropyl-1-(2,6-dichlorophenyl)-1H-pyrazol-5-yl]methoxy}-2-azabicyclo[2.2.1]heptan-2-yl]-N-(oxan-4-sulfonyl)benzamid